[Si](C)(C)(C(C)(C)C)OC=1C=C2C(=NN(C2=CC1F)C1OCCCC1)C1=CC=CC(=N1)CO [6-[5-[tert-butyl(dimethyl)silyl]oxy-6-fluoro-1-tetrahydropyran-2-yl-indazol-3-yl]-2-pyridyl]methanol